4,5-dihydro-pyrazole N1N=CCC1